2-(5-methoxy-1H-indol-3-yl)ethan-1-aminium 2-carboxybenzoate C(=O)(O)C1=C(C(=O)[O-])C=CC=C1.COC=1C=C2C(=CNC2=CC1)CC[NH3+]